1-(o-tolyl)ethanol C1(=C(C=CC=C1)C(C)O)C